BrC1=NN(C(=N1)OC1=C(C=CC=C1)F)CC(F)(F)F 3-bromo-5-(2-fluorophenoxy)-1-(2,2,2-trifluoroethyl)-1H-1,2,4-triazole